S1C=NC2=C1C=CC(=C2)NC2=CC=NC1=CC=C(C=C21)C2=C(C=C(C(=O)N1CNC(C1)=O)C=C2)F 1-(4-(4-(benzo[d]thiazol-5-ylamino)quinolin-6-yl)-3-fluorobenzoyl)imidazolidin-4-one